FC1=CC=C(C(=O)N[C@H](C)C=2C=C3C=CN(C3=CC2)C(=O)C2CCOCC2)C=C1 (R)-4-fluoro-N-(1-(1-(tetrahydro-2H-pyran-4-carbonyl)indol-5-yl)ethyl)benzamide